(2S,5R)-N,N,2,5-tetramethyl-4-(7-(N-(1-methylcyclopropyl)sulfamoyl)-9H-pyrimido[4,5-b]indol-4-yl)piperazine-1-carboxamide CN(C(=O)N1[C@H](CN([C@@H](C1)C)C1=NC=NC=2NC3=CC(=CC=C3C21)S(NC2(CC2)C)(=O)=O)C)C